4-bromobenzeneboronic acid BrC1=CC=C(C=C1)B(O)O